ONC(=O)[C@H]1[C@@H]2CC[C@H](CN1S(=O)(=O)C=1C=NC(=CC1)OC=1C=NC(=CC1)C)N2C(=O)OCCOC 2-methoxyethyl (1S,2R,5R)-2-(hydroxycarbamoyl)-3-((6-((6-methylpyridin-3-yl)-oxy)pyridin-3-yl)-sulfonyl)-3,8-diaza-bicyclo[3.2.1]octane-8-carboxylate